tert-butyl ((1r,3r)-3-(6-chloro-2-fluoropyridin-3-yl)-3-hydroxycyclobutyl)(methoxymethyl)carbamate ClC1=CC=C(C(=N1)F)C1(CC(C1)N(C(OC(C)(C)C)=O)COC)O